ClS(=O)(=O)C1=C(C=C(OCCCC(=O)O)C=C1C)C 4-(4-(chlorosulfonyl)-3,5-dimethylphenoxy)butanoic acid